N-(4-oxo-1,2,3,4-tetrahydro-9H-carbazol-9-yl)acetamide O=C1CCCC=2N(C3=CC=CC=C3C12)NC(C)=O